CO[Si](CCCNCCC[Si](OC)(OC)OC)(OC)OC bis(3-(trimethoxysilyl)propyl)amine